COC(=O)C1=CC=2NN=CC2S1.IC=1C2=C(NN1)C=C(S2)C(=O)OC methyl 3-iodo-1H-thieno[3,2-c]pyrazole-5-carboxylate methyl-1H-thieno[3,2-c]pyrazole-5-carboxylate